4-(1-chloropropyl)-2-(2,4-difluorophenyl)-1H-imidazole ClC(CC)C=1N=C(NC1)C1=C(C=C(C=C1)F)F